Bicyclo[2.2.1]Heptane-2-Carboxylic Acid Methoxy-Methyl-Amide CON(C(=O)C1C2CCC(C1)C2)C